(ammonium) persulfate S(=O)(=O)([O-])OOS(=O)(=O)[O-].[NH4+].[NH4+]